3-(6-((6-amino-9H-purin-9-yl)methyl)pyridin-3-yl)prop-2-yn-1-ol NC1=C2N=CN(C2=NC=N1)CC1=CC=C(C=N1)C#CCO